8,8'-(((1S,2R)-2-hydroxycyclopent-yl)azanediyl)bis-(N,N-didecyloctan-amide) O[C@H]1[C@H](CCC1)N(CCCCCCCC(=O)N(CCCCCCCCCC)CCCCCCCCCC)CCCCCCCC(=O)N(CCCCCCCCCC)CCCCCCCCCC